Cl.N1C=CC=2C1=NC=C(C2)[C@H](C)N (1S)-1-{1H-Pyrrolo[2,3-b]pyridin-5-yl}ethan-1-amine hydrochloride